N-(4-(4-amino-5-(4-((6-fluoropyridin-3-yl)oxy)-3-hydroxyphenyl)-7-methyl-7H-pyrrolo[2,3-d]pyrimidin-6-yl)phenyl)methacrylamide NC=1C2=C(N=CN1)N(C(=C2C2=CC(=C(C=C2)OC=2C=NC(=CC2)F)O)C2=CC=C(C=C2)NC(C(=C)C)=O)C